(5S)-2-(3-Chloro-4-fluorobenzyl)-5-(pyrrolidin-1-ylcarbonyl)-2,5,6,7-tetrahydro-3H-pyrrolo[2,1-c][1,2,4]triazol-3-one ClC=1C=C(CN2N=C3N(C2=O)[C@@H](CC3)C(=O)N3CCCC3)C=CC1F